2-piperazin-1-ylpyrimidin N1(CCNCC1)C1=NC=CC=N1